3-(pyridin-3-yl)quinoxaline N1=CC(=CC=C1)C=1C=NC2=CC=CC=C2N1